C(C1=CC=CC=C1)[C@@H](C(NCCNC(OCC1=CC=CC=C1)=O)=O)NC([C@@H](NC(CCCCCCCNC(CC[C@H](NC(N[C@@H](CCC(=O)OC(C)(C)C)C(=O)OC(C)(C)C)=O)C(=O)OC(C)(C)C)=O)=O)CC1=CC=CC=C1)=O tri-tert-butyl (9S,12S,26S,30S)-9,12-dibenzyl-3,8,11,14,23,28-hexaoxo-1-phenyl-2-oxa-4,7,10,13,22,27,29-heptaazadotriacontane-26,30,32-tricarboxylate